(R)-N-(tetrahydro-2H-pyran-3-yl)-5,6-dihydrobenzo[f]imidazo[1,5-d][1,4]oxazepine-10-carboxamide O1C[C@@H](CCC1)NC(=O)C=1C=CC2=C(C=3N(CCO2)C=NC3)C1